(S)-N-(5-((6-chloro-3-nitropyridin-2-yl)amino)-2,3-dihydro-1H-inden-1-yl)acetamide ClC1=CC=C(C(=N1)NC=1C=C2CC[C@@H](C2=CC1)NC(C)=O)[N+](=O)[O-]